FC(C1=NN=C(O1)C=1C=CC(=NC1)CN(S(=O)(=O)CC)C1=CC=CC=C1)F N-((5-(5-(difluoromethyl)-1,3,4-oxadiazol-2-yl)pyridin-2-yl)methyl)-N-phenylethanesulfonamide